C(C)(=O)C1=CC=NC2=C(C=CC=C12)C=1N=C(N(C1)CC)S(=O)(=O)N (4-Acetylquinolin-8-yl)-1-ethyl-1H-imidazole-2-sulfonamide